C[C@H]1N([C@H](CCC1)C1=CC=CC=C1)C(C(=O)OC)=O methyl 2-[(2R,6R)-2-methyl-6-phenyl-1-piperidyl]-2-oxo-acetate